(8-(5-fluoro-6-isopropoxybenzo[d]thiazol-2-yl)-3-methoxyquinoxalin-6-yl)methanol FC=1C(=CC2=C(N=C(S2)C=2C=C(C=C3N=C(C=NC23)OC)CO)C1)OC(C)C